bis(2,6-diisopropylphenyl)imidazolium chloride [Cl-].C(C)(C)C1=C(C(=CC=C1)C(C)C)[N+]1=C(NC=C1)C1=C(C=CC=C1C(C)C)C(C)C